3-benzyl-2-chloro-5-methyl-aniline C(C1=CC=CC=C1)C=1C(=C(N)C=C(C1)C)Cl